5-[[2-(4-amino-1,2,5-oxadiazol-3-yl)-6,7-difluoro-benzimidazol-1-yl]methyl]pyrimidine-2-carbonitrile NC=1C(=NON1)C1=NC2=C(N1CC=1C=NC(=NC1)C#N)C(=C(C=C2)F)F